C(C1=CC=CC=C1)OC=1C=C(C=CC1OC)C=1C(=CC=NC1C1=CC(=C(C=C1)C#N)F)OC 5-(3-(Benzyloxy)-4-methoxyphenyl)-6-(4-cyano-3-fluorophenyl)-4-methoxypyridine